N-(3,5-Dimethoxybenzyl)-2-((3-(2,6-dioxopiperidin-3-yl)-1-methyl-1H-indazol-7-yl)oxy)acetamide COC=1C=C(CNC(COC=2C=CC=C3C(=NN(C23)C)C2C(NC(CC2)=O)=O)=O)C=C(C1)OC